BrCC(=O)C12CC(C1)(C2)OC 2-bromo-1-(3-methoxybicyclo[1.1.1]pentan-1-yl)ethan-1-one